S1C=C(C=C1C(CCC(=O)O)=O)C1=CSC=C1 4-([3,3'-bithiophene]-5-yl)-4-oxobutyric acid